[Si](C1=CC=CC=C1)(C1=CC=CC=C1)(C(C)(C)C)OC[C@H]1N(CC(=C1)C1=C(C=CC=C1)C)C(=O)OC(C)(C)C tert-butyl (S)-2-(((tert-butyldiphenylsilyl) oxy) methyl)-4-(o-tolyl)-2,5-dihydro-1H-pyrrole-1-carboxylate